2-Vinylquinazolin-4-amine C(=C)C1=NC2=CC=CC=C2C(=N1)N